N-(2-(5-fluoro-1H-indol-3-yl)ethyl)-N-methylpropan-2-en-1-amine FC=1C=C2C(=CNC2=CC1)CCN(CC=C)C